(3-chlorophenyl)((5-(4-fluorophenyl)-6-isopropyl-1H-pyrazolo[4,3-g]isoquinolin-8-yl)imino)(methyl)-λ6-sulfanone ClC=1C=C(C=CC1)S(=O)(C)=NC1=NC(=C(C2=CC3=C(C=C12)NN=C3)C3=CC=C(C=C3)F)C(C)C